2,4-dioxo-4-(3-trifluoromethyl-phenyl)-butyric acid ethyl ester C(C)OC(C(CC(C1=CC(=CC=C1)C(F)(F)F)=O)=O)=O